ClC=1C=C(C=CC1)[C@H](NC(=O)[C@H]1NC(NC1)=O)C1=CC=C(C=C1)OC(F)(F)F |&1:7| (4S)-N-((R and S)-(3-chlorophenyl)(4-(trifluoromethoxy)phenyl)methyl)-2-oxoimidazolidine-4-carboxamide